N1N=CC(=C1)CN1C(CN(C2=CC=CC=C12)C1=CC=C(C=C1)C(F)(F)F)=O 1-((1H-pyrazol-4-yl)methyl)-4-(4-(trifluoromethyl)phenyl)-3,4-dihydroquinoxalin-2(1H)-one